C(C1=CC=CC=C1)OC1CCC12CN(C(CC2)CO[Si](C)(C)C(C)(C)C)C(=O)O (Benzyloxy)-7-(((tert-butyldimethylsilyl)oxy)methyl)-6-azaspiro[3.5]nonane-6-carboxylic acid